C[C@@H]1[C@@H]([C@H]1C=1C=NN(C1)C)C(=O)NC=1N=CC2=CC(=C(C=C2C1)N1CC[NH+](CC1)[C@]1(COCC1)C)C (1S,2S,3S)-2-methyl-N-[7-methyl-6-[4-((R)-3-methyltetrahydrofuran-3-yl)piperazin-4-ium-1-yl]-3-isoquinolinyl]-3-(1-methylpyrazol-4-yl)cyclopropanecarboxamide